2-Hydroxy-2-methylpropionyl ketone OC(C(=O)C(=O)C(C(C)(O)C)=O)(C)C